2-isopropyl-5-methyl-N-(2-(pyridin-2-yl)ethyl)cyclohexanecarboxamide C(C)(C)C1C(CC(CC1)C)C(=O)NCCC1=NC=CC=C1